ClC1=CC=C(C(=O)NC2=CC(=C(C=C2)C)N2CC3=C(N=C(N=C3)NC=3C=NC(=CC3)C)C3(C2=O)CC3)C=C1 4-chloro-N-(4-methyl-3-(2'-((6-methylpyridin-3-yl)amino)-7'-oxo-5'H-spiro[cyclopropane-1,8'-pyrido[4,3-d]pyrimidine]-6'(7'H)-yl)phenyl)benzamide